4-(4-(3-oxa-9-azaspiro[5.5]undecan-9-ylmethyl)-3-methylbenzylamino)-2-(2,6-dioxopiperidin-3-yl)isoindoline-1,3-dione C1COCCC12CCN(CC2)CC2=C(C=C(CNC1=C3C(N(C(C3=CC=C1)=O)C1C(NC(CC1)=O)=O)=O)C=C2)C